3-cyano-4-methyl-N-(3-(4-methyl-1H-imidazol-1-yl)-5-(trifluoromethyl)phenyl)benzamide C(#N)C=1C=C(C(=O)NC2=CC(=CC(=C2)C(F)(F)F)N2C=NC(=C2)C)C=CC1C